C(C)OC(=O)C1=C(N=C(S1)NC1=NC(=CC(=N1)C1=CC=C(C=C1)C(=O)O)N1CCN(CC1)C)C 2-[4-(4-carboxyphenyl)-6-(4-methylpiperazin-1-yl)pyrimidin-2-ylamino]-4-methylthiazole-5-carboxylic acid ethyl ester